ClC1=CC(=C(N)C=C1)B1OC(C(O1)(C)C)(C)C 4-chloro-2-(tetramethyl-1,3,2-dioxaborolan-2-yl)aniline